methyl-1-(2,2,2-trifluoroethyl)piperidine-4-carboxamide CC1N(CCC(C1)C(=O)N)CC(F)(F)F